thiadiazine-1,1-dione S1(NN=CC=C1)(=O)=O